3-(5,5'-diallyl-2,2'-dihydroxy-[1,1'-biphenyl]-3-yl)-1-(3-methoxyphenyl)prop-2-en-1-one C(C=C)C=1C=C(C(=C(C1)C1=C(C=CC(=C1)CC=C)O)O)C=CC(=O)C1=CC(=CC=C1)OC